FC1=C(O[P@](=O)(OC2=CC=CC=C2)N[C@H](C)C(=O)OC(C)C)C(=C(C(=C1F)F)F)F isopropyl ((R)-(perfluorophenoxy)(phenoxy)phosphoryl)-D-alaninate